(6R,9S)-N-(4-bromo-3-chlorophenyl)-3-oxo-3,5,6,7,8,9-hexahydro-2H-6,9-methano-cyclohepta[c]pyridine-10-carboxamide BrC1=C(C=C(C=C1)NC(=O)C1[C@H]2CC=3C(=CNC(C3)=O)[C@H]1CC2)Cl